CC=1C=C(C=CC1CNC1=C2C(=NC=N1)N(N=C2)C)S(=O)(=O)N 3-Methyl-4-(((1-methyl-1H-pyrazolo[3,4-d]pyrimidin-4-yl)amino)methyl)-benzenesulfonamide